tert-butyl N-{[4-(4-chloro-5-cyano-2-methanesulfonylbenzamido)phenyl]methyl}carbamate ClC1=CC(=C(C(=O)NC2=CC=C(C=C2)CNC(OC(C)(C)C)=O)C=C1C#N)S(=O)(=O)C